2-(4-((2,5-Dioxo-3-(4-(trifluoro-methyl)phenyl)imidazolin-1-yl)methyl)-2,6-dimethylphenoxy)butyric acid O=C1N(C(CN1C1=CC=C(C=C1)C(F)(F)F)=O)CC1=CC(=C(OC(C(=O)O)CC)C(=C1)C)C